7-{3-[1-(Bicyclo[2.2.2]oct-1-ylmethyl)-1H-pyrazol-4-yl]-6-methylpyridin-2-yl}chinolin C12(CCC(CC1)CC2)CN2N=CC(=C2)C=2C(=NC(=CC2)C)C2=CC=C1C=CC=NC1=C2